C1(CC1)N1N=C(C2=C(C1=O)C(=C(C(O2)=O)C)NC2=C(C=C(C=C2)I)F)C2=CC(=CC=C2)[N+](=O)[O-] 6-cyclopropyl-4-[(2-fluoro-4-iodophenyl)amino]-3-methyl-8-(3-nitrophenyl)pyrano[2,3-d]pyridazine-2,5-dione